2-(Methoxymethyl)-N7-(1-oxoindan-2-yl)pyrazolo[1,5-a]pyrimidine-3,7-dicarboxamide COCC1=NN2C(N=CC=C2C(=O)NC2C(C3=CC=CC=C3C2)=O)=C1C(=O)N